methyl 3-hydroxy-5-(3-methoxyphenoxy)pyridazine-4-carboxylate OC=1N=NC=C(C1C(=O)OC)OC1=CC(=CC=C1)OC